(2-methoxy-6-(pyrazin-2-yl)pyridin-3-yl)-5-methyl-3-phenylisoxazole-4-carboxamide COC1=NC(=CC=C1NC(=O)C=1C(=NOC1C)C1=CC=CC=C1)C1=NC=CN=C1